(R)-N-((3-chloro-4-(((R)-4-(3-(difluoromethyl)azetidin-1-yl)-1-((4-fluorophenyl)thio)butan-2-yl)amino)-5-fluorophenyl)sulfonyl)-2-methyltetrahydro-2H-pyran-2-carboxamide ClC=1C=C(C=C(C1N[C@@H](CSC1=CC=C(C=C1)F)CCN1CC(C1)C(F)F)F)S(=O)(=O)NC(=O)[C@@]1(OCCCC1)C